2-chloro-4-methoxy-5-nitro-pyridine ClC1=NC=C(C(=C1)OC)[N+](=O)[O-]